CC1=CC(=NC(=N1)N1CC(CCC1)C(F)(F)F)C1=NN=C(O1)C1=C(C=C(C=C1)NS(=O)(=O)CCO)N1CCC2(CC2)CC1 N-(4-(5-(6-methyl-2-(3-(trifluoromethyl)piperidin-1-yl)pyrimidin-4-yl)-1,3,4-oxadiazole-2-yl)-3-(6-azaspiro[2.5]octane-6-yl)phenyl)-2-hydroxyethane-1-sulfonamide